ClC(=O)N(CCN(C(OC)=O)C)C methyl N-[2-[chlorocarbonyl (methyl) amino] ethyl]-N-methyl-carbamate